6-[4-[[3-Fluoro-4-(5-hydroxypyridin-3-yl)phenyl]methyl]piperazin-1-yl]-N-[4-(2-phenylsulfanylethylamino)-3-(trifluoromethyl)phenyl]sulfonylpyridazine-3-carboxamide FC=1C=C(C=CC1C=1C=NC=C(C1)O)CN1CCN(CC1)C1=CC=C(N=N1)C(=O)NS(=O)(=O)C1=CC(=C(C=C1)NCCSC1=CC=CC=C1)C(F)(F)F